2-bromo-1,4,5-trimethyl-3-nitrobenzene BrC1=C(C=C(C(=C1[N+](=O)[O-])C)C)C